FC=1C=C(CNC(OC(C)(C)C)=O)C=CC1C=O tert-butyl (3-fluoro-4-formylbenzyl)carbamate